CCC(CCCCCCCCC)[NH+](C)C 3-dodecyldimethyl-ammonium